N1(CCCC1)CCNC(OC(CCCCCC)CCC=O)=O 1-(3-oxopropyl)heptyl N-(2-pyrrolidin-1-ylethyl)carbamate